3-[2-hydroxy-6-methyl-4-(trifluoromethyl)phenyl]-7H-pyrrolo[2,3-c]pyridazine-5-carbonitrile OC1=C(C(=CC(=C1)C(F)(F)F)C)C1=CC2=C(N=N1)NC=C2C#N